ClC1=C(C(=CC=2N1C=C(N2)C)C)C#N 5-Chloro-2,7-dimethyl-imidazo[1,2-a]pyridine-6-carbonitrile